N1C[C@H](CCC1)CO (S)-piperidine-3-methanol